methyl (E)-3-(5-acetyl-1-methyl-1H-pyrrol-2-yl)acrylate C(C)(=O)C1=CC=C(N1C)/C=C/C(=O)OC